C1(CC1)OC1=NC(=CC=C1)C#C 2-cyclopropoxy-6-ethynylpyridine